diphenyl-(3-chlorophenyl)methanol C1(=CC=CC=C1)C(O)(C1=CC(=CC=C1)Cl)C1=CC=CC=C1